S(OC1=CC=C(C=C1)OCC1=CC=C(C=C1)NC(C1=CN=CC=C1)=O)(=O)(=O)F 4-((4-(nicotinamido)benzyl)oxy)phenyl sulfurofluoridate